FC(C(=O)O)(F)F.FC1(CN(C[C@@H]1OC1=CC2=C(C=N1)C=NN2CC(F)(F)F)C2=CC(=NC=1N2N=CC1)C=1C(NC(NC1)=O)=O)F (S)-5-(7-(3,3-difluoro-4-((1-(2,2,2-trifluoroethyl)-1H-pyrazolo[4,3-c]pyridin-6-yl)oxy)pyrrolidin-1-yl)pyrazolo[1,5-a]pyrimidin-5-yl)pyrimidine-2,4(1H,3H)-dione 2,2,2-trifluoroacetate